4-methyltrityl-L-lysine CC1=CC=C(C(C2=CC=CC=C2)(C2=CC=CC=C2)N[C@@H](CCCCN)C(=O)O)C=C1